ClC1=C2C=C(NC2=C(C(=C1)C=1CN(CCC1)C(CCN1N=CC=C1)=O)F)C(=O)N1CCN(CC1)C1=NC=C(C=C1OC)OC 1-(3-(4-Chloro-2-(4-(3,5-dimethoxypyridin-2-yl)piperazine-1-carbonyl)-7-fluoro-1H-indol-6-yl)-5,6-dihydropyridin-1(2H)-yl)-3-(1H-pyrazol-1-yl)propan-1-one